N-(4-methoxyphenyl)-N-methyl-2-(2-(2-oxopiperazin-1-yl)acetylamino)-3-phenylpropionamide COC1=CC=C(C=C1)N(C(C(CC1=CC=CC=C1)NC(CN1C(CNCC1)=O)=O)=O)C